(1S,2S,3S,6R)-6-((cyclohex-1-en-1-ylmethyl)amino)-4-((difluoromethoxy)methyl)cyclohex-4-ene-1,2,3-triol C1(=CCCCC1)CN[C@@H]1C=C([C@@H]([C@@H]([C@H]1O)O)O)COC(F)F